BrC=1C=C(C=NC=2C=C(C(=O)O)C=CC2)C=C(C1)OC(C1=CN=CC=C1)=O 3-(3-bromo-5-(nicotinoyloxy)benzylidene-amino)benzoic acid